(E)-2-(5-chlorothiophene-2-yl)vinylsulfonyl chloride ClC1=CC=C(S1)/C=C/S(=O)(=O)Cl